C(C1=CC=CC=C1)N([C@@H]1CO[C@@H](OC1)C(=O)OCC)CC1=CC=CC=C1 ethyl cis-5-(dibenzyl amino)-1,3-dioxane-2-carboxylate